C(C1=CC=CC=C1)(=O)OCC1=CC=C(C=C1)C=C 4-vinylbenzyl benzoate